Dimethoxytrityl ether COC1=CC=CC(=C1OC)C(C2=CC=CC=C2)(C3=CC=CC=C3)OC(C4=CC=CC=C4)(C5=CC=CC=C5)C6=C(C(=CC=C6)OC)OC